NCCC[Si](C)(C)OCC aminopropyl-ethoxydimethylsilane